C(C)(=O)C1=CC2=CC=CC=C2C=C1 2-acetylnaphthalene